[PH2](OCC)=O.[PH2](OCC)=O diethyl diphosphinate